3-fluoro-N-[4-fluoro-3-(5-{5H,6H,7H,8H-[1,2,4]triazolo[4,3-a]pyrazin-7-yl}-2H-pyrazolo[3,4-b]pyridin-2-yl)phenyl]azetidine-1-carboxamide FC1CN(C1)C(=O)NC1=CC(=C(C=C1)F)N1N=C2N=CC(=CC2=C1)N1CC=2N(CC1)C=NN2